CC1=C(C(=C(C1([Hf]C1(C=CC2=CC=3CC(CC3C=C12)(CC)CC)CC)C)C)C)C pentamethylcyclopentadienyl(1,6,6-triethyl-1,5,6,7-tetrahydro-s-indacenyl)hafnium